tert-butyl (2S,4R)-4-hydroxy-2-[[2-oxo-3-[4-(trifluoromethyl)phenyl]propyl]carbamoyl]pyrrolidine-1-carboxylate O[C@@H]1C[C@H](N(C1)C(=O)OC(C)(C)C)C(NCC(CC1=CC=C(C=C1)C(F)(F)F)=O)=O